CN1N=CC(=C1C)S(=O)(=O)N1CCC(CC1)C=1C(=CC=2N(C1)N=CN2)OC 6-(1-((1,5-dimethyl-1H-pyrazol-4-yl)sulfonyl)piperidin-4-yl)-7-methoxy-[1,2,4]triazolo[1,5-a]pyridine